5-chloro-2-[[6-chloro-3-(4-methylpiperazin-1-yl)-4-quinolyl]amino]benzoic acid ClC=1C=CC(=C(C(=O)O)C1)NC1=C(C=NC2=CC=C(C=C12)Cl)N1CCN(CC1)C